1,1-dibutyloxy-9-methyltridecane C(CCC)OC(CCCCCCCC(CCCC)C)OCCCC